FC(F)(F)[Cu] (trifluoromethyl)copper(I)